CN(C)CCNC(C(=C)C)=O N-(dimethylaminoethyl)methacrylamide